2-fluoro-4-[7-(oxolan-2-ylmethoxy)-[1,2,4]triazolo[1,5-a]pyridin-5-yl]benzonitrile FC1=C(C#N)C=CC(=C1)C1=CC(=CC=2N1N=CN2)OCC2OCCC2